(S)-2-methyl-10-(methylsulfonyl)-7-nitro-7-phenyl-6,7,8,9-tetrahydropyrido[1,2-a]indole CC=1C=C2C(=C3N(C2=CC1)C[C@](CC3)(C3=CC=CC=C3)[N+](=O)[O-])S(=O)(=O)C